[NH4+].P(=O)(OCCN(C(CCC1=CC(=CC=C1)OCCCCCCCCCC)=O)CC1=CC=CC=C1)(O)O 2-(Benzyl{3-[3-(decyloxy)phenyl]propanoyl}amino)ethyl dihydrogen phosphate ammonium salt